C(CCC)[Sn](CCCC)=O dibutyl-tin(IV) oxide